FC(C1=NN=C(O1)C1=CC(=C(C=C1F)CN1N=NC(=C1)C1=CC2=C(N(C(=N2)N)C)C=C1)F)F 5-[1-[[4-[5-(Difluoromethyl)-1,3,4-oxadiazol-2-yl]-2,5-difluorophenyl]methyl]triazol-4-yl]-1-methylbenzimidazol-2-amine